2-isopropoxy-6-((trimethylsilyl)ethynyl)pyridine C(C)(C)OC1=NC(=CC=C1)C#C[Si](C)(C)C